2-Morpholinoacetic acid hydrochloride Cl.O1CCN(CC1)CC(=O)O